N1(CCC1)C1=NC(=CC2=C(C(=NC=C12)Cl)F)Cl 1-(azetidin-1-yl)-3,6-dichloro-5-fluoro-2,7-naphthyridine